1,3-diisooctylcyano-4-methylcyclohexane C(CCCCC(C)C)C1(CC(C(CC1)C)CCCCCC(C)C)C#N